2-((4,5-Dimethylfuran-2-yl)methyl)-8-(2-Fluorobenzyl)-6-phenylimidazo[1,2-a]pyrazin-3-yl-acetat CC=1C=C(OC1C)CC=1N=C2N(C=C(N=C2CC2=C(C=CC=C2)F)C2=CC=CC=C2)C1CC(=O)[O-]